4-Amino-1-((4aR,6R,7S,7aR)-4a-(chloromethyl)-7-fluoro-2-isopropoxy-2-oxidotetrahydro-4H-furo[3,2-d][1,3,2]dioxaphosphinin-6-yl)-5-fluoropyrimidin-2(1H)-one NC1=NC(N(C=C1F)[C@H]1[C@H]([C@@H]2OP(OC[C@]2(O1)CCl)(=O)OC(C)C)F)=O